N1N=NN=C1C1=C(C=CC(=C1)C=O)C1=CC=CC=C1 (1H-tetrazole-5-yl)-[1,1'-biphenyl]-4-formaldehyde